1-(4-METHYLPHENYL)-1H-INDOL CC1=CC=C(C=C1)N1C=CC2=CC=CC=C12